1-((3s,4R)-4-(4-fluorophenyl)-1-(2-methoxyethyl)pyrrolidin-3-yl)-3-(3-((R)-2-hydroxypropoxy)-4-methyl-1-phenyl-1H-pyrazol-5-yl)urea FC1=CC=C(C=C1)[C@H]1[C@@H](CN(C1)CCOC)NC(=O)NC1=C(C(=NN1C1=CC=CC=C1)OC[C@@H](C)O)C